ClCCN(CCCCCCCC(=O)OC(CCCCCCCC)CCCCCCCC)CCCCCC(OCCCCCCCCCCC)=O 1-octylnonyl 8-[2-chloroethyl-(6-oxo-6-undecoxy-hexyl)amino]octanoate